C(C)(C)(C)OC(=O)N1C=C(C(=C1)C)C 3,4-dimethyl-1H-pyrrole-1-carboxylic acid tert-butyl ester